C(C)(C)(C)OC(=O)N1CC=2C=C(C(NC2CC1)=O)C(NC\C=C\S(=O)(=O)C1=CC=C(C=C1)Cl)=O 3-{[(2E)-3-(4-chlorobenzenesulfonyl)prop-2-en-1-yl]carbamoyl}-2-oxo-1,2,5,6,7,8-hexahydro-1,6-naphthyridine-6-carboxylic acid tert-butyl ester